FC(C1=NN(C(=C1)C)C1=NC(=CC=C1C(C)=O)C=1C=NN2C1C=CC(=C2)OC=2N=NC(=CC2)CN2CC(C2)OC)F 1-[2-[3-(difluoromethyl)-5-methylpyrazol-1-yl]-6-[6-[6-[(3-methoxyazetidin-1-yl)methyl]pyridazin-3-yl]oxypyrazolo[1,5-a]pyridin-3-yl]pyridin-3-yl]ethanone